N(=[N+]=[N-])[C@@H]1[C@H]([C@H](CC1)OCC1=CC=CC=C1)O |o1:3,4,5| rel-(1R,2S,5S)-2-azido-5-(benzyl-oxy)cyclopentan-1-ol